N-{[4-(furan-2-yl)phenyl]methyl}-4-[(4-methoxyphenyl)methyl]-6-methyl-1-(2-methylpropanoyl)piperazine-2-carboxamide O1C(=CC=C1)C1=CC=C(C=C1)CNC(=O)C1N(C(CN(C1)CC1=CC=C(C=C1)OC)C)C(C(C)C)=O